C1(=CC=CC=C1)OC(=O)C(C(=O)OC1=CC=CC=C1)(C(=O)OC1=CC=CC=C1)C(=O)OC1=CC=CC=C1 tetraphenylmethanetetracarboxylic acid